C1(CCCCC1)NC1=C(C=C(C=C1)S(=O)(=O)NC)C1=NC=CC(=C1)NC 4-(Cyclohexylamino)-N-methyl-3-(4-(methylamino)pyridin-2-yl)benzenesulfonamide